Sodium (1-(2-((3-((2-(acetylthio)ethyl) amino)-3-oxopropyl)amino)-1-hydroxy-2-oxoethyl)cyclopropyl)methyl phosphate P(=O)(OCC1(CC1)C(C(=O)NCCC(=O)NCCSC(C)=O)O)([O-])[O-].[Na+].[Na+]